N12CCC(CC1)(CC2)C#N 1-azabicyclo[2.2.2]octane-4-carbonitrile